BrC=1C=C(C(=NC1)OCCCN(C)C)NS(=O)(=O)C=1C=NN(C1)C N-(5-Bromo-2-(3-(dimethylamino)propoxy)pyridin-3-yl)-1-methyl-1H-pyrazole-4-sulfonamide